FC(COC1=NC=CC2=C1SC(=N2)NC(CCNC2=NC=CC1=CC=C(C=C21)C2=NOC(=N2)C)=O)(C)F N-[4-(2,2-difluoropropoxy)-[1,3]thiazolo[5,4-c]pyridin-2-yl]-3-{[7-(5-methyl-1,2,4-oxadiazol-3-yl)isoquinolin-1-yl]amino}propanamide